N-((1r,3r)-3-((5-([1,2,4]triazolo[1,5-a]pyridin-6-yl)-4-methoxy-7H-pyrrolo[2,3-d]pyrimidin-2-yl)amino)-1-methylcyclobutyl)acetamide N=1C=NN2C1C=CC(=C2)C2=CNC=1N=C(N=C(C12)OC)NC1CC(C1)(C)NC(C)=O